2-((2-(7-methoxy-1-(trifluoromethyl)-9H-pyrido[3,4-b]indol-9-yl)ethyl)amino)ethanol COC1=CC=C2C3=C(N(C2=C1)CCNCCO)C(=NC=C3)C(F)(F)F